C(CCCCCCC)O[B-](C1=C(C(=C(C(=C1F)F)F)F)F)(C1=C(C(=C(C(=C1F)F)F)F)F)C1=C(C(=C(C(=C1F)F)F)F)F.[K+] potassium (octyloxy)tris(pentafluoro-phenyl)borate